ClC1=CC(=C(C=C1)[C@H](CC(=O)N[C@H](C(=O)NC(C[C@H]1C(NCC1)=O)C(C(=O)NC1CC1)=O)CC(C)(C)C)CC)F (2S)-2-((S)-3-(4-chloro-2-fluorophenyl)pentanamido)-N-(4-(cyclopropylamino)-3,4-dioxo-1-((S)-2-oxopyrrolidin-3-yl)butan-2-yl)-4,4-dimethylpentanamide